trisButylamine C(CCC)N(CCCC)CCCC